C1(CC1)C1=NC=C(C=N1)[C@@H](C)N1N=C(C2=C1N=C(NC2=O)[C@H]2[C@@H](CC2)C2=NC=CC=N2)C#N 1-((R)-1-(2-cyclopropylpyrimidin-5-yl)ethyl)-4-oxo-6-((1R,2R)-2-(pyrimidin-2-yl)cyclobutyl)-4,5-dihydro-1H-pyrazolo[3,4-d]pyrimidine-3-carbonitrile